[S-]C#N.C(CCC)N N-butylamine thiocyanate